CC=1N=C2N(N=C(C=C2C)C=2C=C3C=NN(C(C3=CC2)=O)C2CN(CC2)C)C1 6-{2,8-dimethylimidazo[1,2-b]pyridazin-6-yl}-2-(1-methylpyrrolidin-3-yl)phthalazin-1-one